FC1=C(C=CC(=C1)F)C=1CCCC2=C(C1C1=CC=C(C=C1)CC1CN(C1)CCC(F)F)C=CC=C2 8-(2,4-Difluorophenyl)-9-(4-((1-(3,3-difluoropropyl)azetidin-3-yl)methyl)phenyl)-6,7-dihydro-5H-benzo[7]annulen